C(#N)[C@H](C[C@H]1C(NCC1)=O)NC(=O)[C@@H]1[C@H]2C([C@H]2CN1C([C@H](C(C)(C)C)NC)=O)(C)C (1R,2S,5S)-N-((S)-1-cyano-2-((S)-2-oxopyrrolidin-3-yl)ethyl)-3-((S)-3,3-dimethyl-2-(methylamino)butanoyl)-6,6-dimethyl-3-azabicyclo[3.1.0]hexane-2-carboxamide